ClC1=C2C(=NC=C1OC=1C=NN3C1C=NC(=C3)OCCO)N=C(N2C)NC2=NN3C(C(CCC3)(C)C)=C2 2-((3-((7-chloro-2-((4,4-dimethyl-4,5,6,7-tetrahydropyrazolo[1,5-a]pyridin-2-yl)amino)-1-methyl-1H-imidazo[4,5-b]pyridin-6-yl)oxy)pyrazolo[1,5-a]pyrazin-6-yl)oxy)ethan-1-ol